ClC1=CC=C(C=C1)NC 4-Chloro-N-methylbenzenamine